BrC=1C(=C2C(=NC1)NC(=N2)C2=CC=C(C=C2)N2CCN(CC2)CC2=CN=CS2)NC2CCN(CC2)C 6-Bromo-N-(1-methylpiperidin-4-yl)-2-{4-[4-(1,3-thiazol-5-ylmethyl)piperazin-1-yl]phenyl}-3H-imidazo[4,5-b]pyridin-7-amine